Tin bis(isononanoate) C(CCCCCC(C)C)(=O)[O-].C(CCCCCC(C)C)(=O)[O-].[Sn+2]